5-(8-(3-fluoro-3-(hydroxymethyl)azetidin-1-yl)imidazo[1,2-b]pyridazin-6-yl)pyrimidine-2,4(1H,3H)-dione FC1(CN(C1)C=1C=2N(N=C(C1)C=1C(NC(NC1)=O)=O)C=CN2)CO